2-butyl-3-(4-(3-dibutylaminopropoxy)benzoyl)benzofuran C(CCC)C=1OC2=C(C1C(C1=CC=C(C=C1)OCCCN(CCCC)CCCC)=O)C=CC=C2